COC=1C=C(C=CC1OC)C=CC(=O)C1=C(C=C(C=C1OC)OC)O 3-(3,4-Dimethoxyphenyl)-1-(2-hydroxy-4,6-dimethoxyphenyl)prop-2-en-1-one